ClC=1C(=C(C=CC1C)O)C 3-chloro-2,4-dimethyl-phenol